The molecule is a hydroxy fatty acid ascaroside anion that is the conjugate base of oscr#31, obtained by deprotonation of the carboxy group; major species at pH 7.3. It is a conjugate base of an oscr#31. C[C@H]1[C@@H](C[C@H]([C@@H](O1)OCCCCCCCCCCCCCCC/C=C/C(=O)[O-])O)O